4-chloro-1-methyl-5-nitro-2-(trifluoromethyl)-1H-benzo[d]imidazole ClC1=C(C=CC=2N(C(=NC21)C(F)(F)F)C)[N+](=O)[O-]